[N+](=O)([O-])C1=C(C=CC=C1)C1=CC=C(O1)C=C1C(C2=CC=CC=C2C1=O)=O 2-[[5-(2-Nitrophenyl)-2-furanyl]methylene]-1H-indene-1,3(2H)-dione